ETHYL 1-(4,5-DICHLORO-2-METHOXYPHENYL)-5-METHYL-1H-1,2,3-TRIAZOLE-4-CARBOXYLATE ClC1=CC(=C(C=C1Cl)N1N=NC(=C1C)C(=O)OCC)OC